tris(ethoxy)-n-butoxysilicon C(C)O[Si](OCCCC)(OCC)OCC